FC=1C(=C(C1)C(F)(F)F)C(=C(F)F)F 3-fluoro-1-(trifluoromethyl)-2-(1,2,2-trifluorovinyl)cyclobuta-1,3-diene